tert-butyl (1S,4S)-5-(4-(5-(2-((tert-butoxycarbonyl)amino)pyridin-4-yl)-2-methyl-3H-imidazo[4,5-b]pyridin-3-yl)-2-fluorophenyl)-2,5-diazabicyclo[2.2.1]heptane-2-carboxylate C(C)(C)(C)OC(=O)NC1=NC=CC(=C1)C1=CC=C2C(=N1)N(C(=N2)C)C2=CC(=C(C=C2)N2[C@@H]1CN([C@H](C2)C1)C(=O)OC(C)(C)C)F